Naphthalene diisothiocyanate [N-]=C=S.[N-]=C=S.C1=CC=CC2=CC=CC=C12